1,2-dimethyl-5-bromo-3-methoxybenzene-1,2-dicarboxylic acid CC1(C(C(=CC(=C1)Br)OC)(C(=O)O)C)C(=O)O